OCCOC1=CC(=NC=C1)C=1N=C(C2=C(N1)CCC2)N(CC(=O)NC2=NC=C(C=C2)OC)C 2-({2-[4-(2-hydroxyethoxy)pyridin-2-yl]-5H,6H,7H-cyclopenta[d]pyrimidin-4-yl}(methyl)amino)-N-(5-methoxypyridin-2-yl)acetamide